5-methyl-hexene CC(CCC=C)C